Ethyl 2-(5-isopropylhexahydropyrrolo[3,4-c]pyrrol-2(1H)-yl)-5-oxo-5H-benzo[4',5']thiazolo[3',2':1,6]pyrido[2,3-d]pyrimidine-6-carboxylate C(C)(C)N1CC2C(C1)CN(C2)C=2N=CC1=C(N2)N2C(=C(C1=O)C(=O)OCC)SC1=C2C=CC=C1